N-ethyl-pyridine tetrafluoroborate salt F[B-](F)(F)F.C(C)N1CC=CC=C1